C1(CC1)C1=C(C(=NO1)C1=C(C=CC=C1)F)COC1C[C@H]2CC[C@@H](C1)N2C=2SC1=C(N2)C(=CC(=C1)C(=O)O)C#C 2-((1R,3R,5S)-3-((5-cyclopropyl-3-(2-fluorophenyl)isoxazol-4-yl)methoxy)-8-azabicyclo[3.2.1]oct-8-yl)-4-ethynylbenzo[d]thiazole-6-carboxylic acid